(1R,2S,5S)-N-((S)-1-Amino-3-(6-methyl-2-oxo-1,2-dihydroquinolin-3-yl)-1-oxopropan-2-yl)-6,6-dimethyl-3-(2-(3-methyl-1H-pyrazol-5-yl)acetyl)-3-azabicyclo[3.1.0]hexane-2-carboxamide NC([C@H](CC=1C(NC2=CC=C(C=C2C1)C)=O)NC(=O)[C@@H]1[C@H]2C([C@H]2CN1C(CC1=CC(=NN1)C)=O)(C)C)=O